1-phenyl-3-{[3-(thiophen-2-yl)-1,2,4-oxa-diazol-5-yl]methyl}-urea C1(=CC=CC=C1)NC(=O)NCC1=NC(=NO1)C=1SC=CC1